diethylenetriaminepentaacetic dianhydride C1C(=O)OC(=O)CN1CCN(CCN2CC(=O)OC(=O)C2)CC(=O)O